NCCCNC(=O)C=1C=NN2C1N=C(C=C2)N2[C@H](CCC2)C=2C(NC=C(C2)F)=O (R)-N-(3-aminopropyl)-5-(2-(5-fluoro-2-oxo-1,2-dihydropyridin-3-yl)pyrrolidin-1-yl)pyrazolo[1,5-a]pyrimidine-3-carboxamide